cesium cadmium silicon [Si].[Cd].[Cs]